C(C)(C)(C)OC(=O)NCCOCCO 2-[2-[(tert-Butoxycarbonyl)amino]ethoxy]ethanol